C(CCCC)C1=CC=C(NC=2C=CC=C3C=NC(=NC23)NC2=CC(=CC=C2)N2CCN(CC2)C(C)=O)C=C1 8-(4-Pentanylanilino)-N-(3-(1-acetylpiperazin-4-yl)phenyl)quinazolin-2-amine